(R)-4-((2-cyanophenyl)thio)-6-(5-methyl-1-(2-oxopiperidin-4-yl)-1H-pyrazol-4-yl)pyrazolo[1,5-a]pyridine-3-carbonitrile C(#N)C1=C(C=CC=C1)SC=1C=2N(C=C(C1)C=1C=NN(C1C)[C@H]1CC(NCC1)=O)N=CC2C#N